C(#N)C[C@@H]1N(C2(CC2)CC1)C(=O)OC(C)(C)C tert-butyl (5R)-5-(cyanomethyl)-4-azaspiro[2.4]heptane-4-carboxylate